3-(6-chlorofuro[3,2-b]pyridin-3-yl)benzenesulfonamide ClC=1C=C2C(=NC1)C(=CO2)C=2C=C(C=CC2)S(=O)(=O)N